[N+](=O)([O-])C1=CN([C@H]2[C@H](O)[C@H](O)[C@@H](CO)O2)C=2N=CN=C(C12)O 7-nitro-7-deazainosine